N-(5-(5-cyclopropyl-1,2,4-oxadiazol-3-yl)-2,3-dihydro-1H-inden-1-yl)-2-methyl-2H-tetrazole-5-carboxamide C1(CC1)C1=NC(=NO1)C=1C=C2CCC(C2=CC1)NC(=O)C=1N=NN(N1)C